4-[[(7S)-1-[3-[(1S)-1-(2,2-difluoro-1,3-benzodioxol-5-yl)ethoxy]-4-fluoro-phenyl]-3-(trifluoromethyl)-4,5,6,7-tetrahydroindazol-7-yl]oxy]benzonitrile FC1(OC2=C(O1)C=CC(=C2)[C@H](C)OC=2C=C(C=CC2F)N2N=C(C=1CCC[C@@H](C21)OC2=CC=C(C#N)C=C2)C(F)(F)F)F